ClC=1C(N(C(=CC1OCC1=NC=C(C=C1F)Cl)C)C1=CC(=NC=C1C)N1N=C(C=C1)C(C)(C)O)=O 3-chloro-4-((5-chloro-3-fluoropyridin-2-yl)methoxy)-2'-(3-(2-hydroxypropan-2-yl)-1H-pyrazol-1-yl)-5',6-dimethyl-2H-[1,4'-bipyridin]-2-one